ClC1=CC=C2C(=CC(=NC2=C1Cl)N1[C@@H](CCC1)CNCCC(=O)O)N1C=NC=C1 (S)-3-(((1-(7,8-dichloro-4-(1H-imidazol-1-yl)quinolin-2-yl)pyrrolidin-2-yl)methyl)amino)propanoic acid